methyl 2-(((1R,4R)-4-((tert-butoxycarbonyl)amino)cyclohexyl)(methyl)amino)-6-((5-cyclopropyl-1H-pyrazol-3-yl)amino)pyrimidine-4-carboxylate C(C)(C)(C)OC(=O)NC1CCC(CC1)N(C1=NC(=CC(=N1)C(=O)OC)NC1=NNC(=C1)C1CC1)C